C(CC=C)OC=1C=2N(C=C(N1)C=1C=C(C=NC1C)[C@@H](C)N([S@](=O)C(C)(C)C)CC)C=CN2 (R)-N-((R)-1-(5-(8-(but-3-en-1-yloxy)imidazo[1,2-a]pyrazin-6-yl)-6-methylpyridin-3-yl)ethyl)-N-ethyl-2-methylpropan-2-sulfinamide